(2-amino-6-(3-fluoro-2-methylphenyl)imidazo[1,2-a]pyridin-3-yl)((1r,2r)-2-fluorocyclopropyl)methanone NC=1N=C2N(C=C(C=C2)C2=C(C(=CC=C2)F)C)C1C(=O)[C@@H]1[C@@H](C1)F